ClC=1C=C(C=CC1Cl)C1=CC(=C(C(=C1)C(C)C)CC(=O)O)C(C)C 2-(3',4'-dichloro-3,5-diisopropyl-[1,1'-biphenyl]-4-yl)acetic acid